C(C)[C@H]1[C@H](NC1)COC=1C=NN(C1C1=CC=2N(C=C1)N=C(C2)NC(=O)C2CC2)C N-(5-(4-(((2S,3R)-3-ethylazetidin-2-yl)methoxy)-1-methyl-1H-pyrazol-5-yl)pyrazolo[1,5-a]pyridin-2-yl)cyclopropanecarboxamide